methyl 4-chloro-6-(cyclopent-1-en-1-yl)nicotinate ClC1=CC(=NC=C1C(=O)OC)C1=CCCC1